C(CCCCCCCCC)OC(CCCCC\C=C/CC\C=C/C=C/CC)OCCCCCCCCCC (3E,5Z,9Z)-16,16-didecyloxy-3,5,9-hexadecatriene